2-((1s,2r)-1-(2-cyanophenyl)-1-(4-methyl-1H-pyrazol-1-yl)propan-2-yl)-5-hydroxy-N-(isoxazol-4-yl)-1-methyl-6-oxo-1,6-dihydropyrimidine-4-carboxamide C(#N)C1=C(C=CC=C1)[C@H]([C@@H](C)C=1N(C(C(=C(N1)C(=O)NC=1C=NOC1)O)=O)C)N1N=CC(=C1)C